[6-bromo-2-(3,5-difluorophenoxy)phenyl](trifluoromethylsilyloxy)acetonitrile BrC1=CC=CC(=C1C(C#N)O[SiH2]C(F)(F)F)OC1=CC(=CC(=C1)F)F